C(CCC)OC(NS(=O)(=O)C=1SC(=CC1C=1C=NC(=NC1)CN1C(=NC=C1)Cl)CC(C)C)=O (3-(2-((2-Chloro-1H-imidazol-1-yl)methyl)pyrimidin-5-yl)-5-isobutylthiophene-2-yl)sulfonylcarbamic acid butyl ester